Tert-butyl carbamate trifluoroacetate salt FC(C(=O)O)(F)F.C(N)(OC(C)(C)C)=O